ClC=1C=CC=C2C=CC=C(C12)N1CC=2N=C(N=C(C2CC1)N1C[C@@H](N(CC1)C(=O)OC(C)(C)C)CC#N)OC[C@H]1N(C[C@@H](C1)OC)C tert-Butyl (2S)-4-[7-(8-chloro-1-naphthyl)-2-[[(2S,4R)-4-methoxy-1-methyl-pyrrolidin-2-yl]methoxy]-6,8-dihydro-5H-pyrido[3,4-d]pyrimidin-4-yl]-2-(cyanomethyl)piperazine-1-carboxylate